L-homocysteinate N[C@@H](CCS)C(=O)[O-]